N(N=C1SC2=C(N1CC)C=CC=C2)=C2SC1=C(N2CC)C=CC=C1 2,2'-azino-bis-(3-ethylbenzothiazoline)